octahydro-7-methyl-1,4-methanonaphthalen CC1CCC2C3CCC(C2=C1)C3